ClC1=CC=C(C=C1)C=1C=C(C(N(N1)C1=CC(=CC=C1)F)=O)C(=O)N[C@@H](COC(C)C)C(C)(C)O 6-(4-chlorophenyl)-2-(3-fluorophenyl)-N-[(2S)-3-hydroxy-1-isopropoxy-3-methylbut-2-yl]-3-oxo-2,3-dihydropyridazine-4-carboxamide